N-dodecyl-N,N-dimethyl-N-ethylammonium sulfate S(=O)(=O)([O-])[O-].C(CCCCCCCCCCC)[N+](CC)(C)C.C(CCCCCCCCCCC)[N+](C)(C)CC